BrC1=CC=CC(=N1)C1=NN=C(O1)CC[C@H](C)NC(OC(C)(C)C)=O tert-butyl {(2S)-4-[5-(6-bromopyridin-2-yl)-1,3,4-oxadiazol-2-yl]butan-2-yl}carbamate